C(CC)N1NN(CC(C1)CCC)CCC 1,3,5-Tripropylhexahydrotriazin